NC1=NC=C(C2=C1C=NN2)NC(C(N2[C@H](CC[C@@H](C2)C)C=2C=CC1=C(N=C(S1)C1CCC(CC1)N(C)C)C2)=O)=O |r| N-(4-amino-1H-pyrazolo[4,3-c]pyridin-7-yl)-2-oxo-2-[rac-(2R,5S)-2-[2-[4-(dimethylamino)cyclohexyl]-1,3-benzothiazol-5-yl]-5-methyl-1-piperidyl]acetamide